ClC=1C=C(C(=O)N[C@@H](C)C2=NC=NN2C2=NC=C(C=C2)N=S2(CCC2)=O)C=C(C1)OC(F)(F)F (S)-3-chloro-N-(1-(1-(5-((1-oxido-λ6-thietan-1-ylidene)amino)pyridin-2-yl)-1H-1,2,4-triazol-5-yl)ethyl)-5-(trifluoromethoxy)benzamide